catechol dilithium [Li].[Li].C=1(O)C(O)=CC=CC1